CC1=C(OC=2C(=CC(N(C2)C)=O)C=2C3=C(C(N(C2)C)=O)NC(=C3)C=3C=NN(C3)CCF)C(=CC=C1)C 4-(5-(2,6-dimethylphenoxy)-1-methyl-2-oxo-1,2-dihydropyridin-4-yl)-2-(1-(2-fluoroethyl)-1H-pyrazol-4-yl)-6-methyl-1,6-dihydro-7H-pyrrolo[2,3-c]pyridin-7-one